5-(((R)-1-(azetidin-3-ylmethyl)piperidin-3-yl)amino)-2-(2,6-dioxopiperidin-3-yl)isoindoline-1,3-dione N1CC(C1)CN1C[C@@H](CCC1)NC=1C=C2C(N(C(C2=CC1)=O)C1C(NC(CC1)=O)=O)=O